4-bromo-5-methoxypyridin BrC1=CC=NC=C1OC